C(C1=CC=CC=C1)O[C@@H](C(=O)O)C (R)-2-(benzyloxy)propionic acid